COC(=O)C1=NN(C=C1)C1=NC=C(C(=C1)N1C(C(=C(C=C1C)OCC1=NC=C(C=C1F)F)Cl)=O)C.OC1=CC=C(C=C1)C(C1=CC=C(C=C1)O)C1=CC=C(C=C1)O tris-(4-hydroxyphenyl)methane methyl-1-{3-chloro-4-[(3,5-difluoropyridin-2-yl)methoxy]-5',6-dimethyl-2-oxo-[1,4'-bipyridin]-2'-yl}pyrazole-3-carboxylate